5-(3-cyanophenyl)-N-(3-(3,3-difluoro-2-methylallyl)-1,2,4-thiadiazol-5-yl)thiophene-3-carboxamide C(#N)C=1C=C(C=CC1)C1=CC(=CS1)C(=O)NC1=NC(=NS1)CC(=C(F)F)C